5'-phenyl-[1,1':3',1''-terphenyl]-2-amine C1(=CC=CC=C1)C=1C=C(C=C(C1)C=1C(=CC=CC1)N)C1=CC=CC=C1